[Au].[Ni].[Cu] copper nickel gold salt